1-methyl-1H-pyrazole-4-carbaldehyde CN1N=CC(=C1)C=O